N[C@H]1CS(C2=C(N(C1=O)CC1=CC=C(C=C1)Cl)C=C(C(=C2)F)C=2OC(=NN2)C=2C=C(C=CC2)C)(=O)=O (3R)-3-amino-5-[(4-chlorophenyl)methyl]-8-fluoro-7-[5-(m-tolyl)-1,3,4-oxadiazol-2-yl]-1,1-dioxo-2,3-dihydro-1λ6,5-benzothiazepin-4-one